FC1(CCN(CC1)C(=O)C=1N=C(SC1)C(=O)NN)F 4-(4,4-Difluoropiperidine-1-carbonyl)thiazole-2-carbohydrazide